(2R,3R)-2-(4-(cyclopentyl-(1,7-naphthyridin-8-yl)amino)phenyl)-N-(4-methyl-3-(trifluoromethyl)phenyl)piperidine-3-carboxamide C1(CCCC1)N(C1=CC=C(C=C1)[C@@H]1NCCC[C@H]1C(=O)NC1=CC(=C(C=C1)C)C(F)(F)F)C=1N=CC=C2C=CC=NC12